2-(3-((14-amino-3,6,9,12-tetraoxatetradecyl)oxy)phenyl)-N-(5-methyl-4-(1-(2-methylbenzoyl)indolin-5-yl)thiazol-2-yl)acetamide NCCOCCOCCOCCOCCOC=1C=C(C=CC1)CC(=O)NC=1SC(=C(N1)C=1C=C2CCN(C2=CC1)C(C1=C(C=CC=C1)C)=O)C